FC(C1=C(C=C2CCCN(C2=C1)C=1C=C2C(=CNC2=CC1)C(=O)NC)C=1C=NC(=CC1)C(NCCC#CC1=C2CN(C(C2=CC=C1)=O)C1C(NC(CC1)=O)=O)=O)F 5-(7-(Difluoromethyl)-6-(6-((4-(2-(2,6-dioxopiperidin-3-yl)-1-oxoisoindolin-4-yl)but-3-yn-1-yl)carbamoyl)pyridin-3-yl)-3,4-dihydroquinolin-1(2H)-yl)-N-methyl-1H-indole-3-carboxamide